O=C1NC(CCC1N1C(N(C2=C1C=C(C(=C2)N2CCC(CC2)CC(=O)O)F)C)=O)=O 2-[1-[1-(2,6-dioxo-3-piperidyl)-6-fluoro-3-methyl-2-oxo-benzimidazol-5-yl]-4-piperidyl]acetic acid